4-Methyl-1-{2-[4-(methylsulfonyl)piperazin-1-yl]propyl}-5-({2-[6-(2,2,2-trifluoroethyl)pyrido[3,4-d]pyrimidin-4-yl]-2,7-diazaspiro[3.5]non-7-yl}methyl)-1H-indole-2-carbonitrile CC1=C2C=C(N(C2=CC=C1CN1CCC2(CN(C2)C=2C3=C(N=CN2)C=NC(=C3)CC(F)(F)F)CC1)CC(C)N1CCN(CC1)S(=O)(=O)C)C#N